1,1,1-tris(p-hydroxyphenyl)ethane OC1=CC=C(C=C1)C(C)(C1=CC=C(C=C1)O)C1=CC=C(C=C1)O